FCC1=NOC=C1C(=O)O 3-(fluoromethyl)isoxazole-4-carboxylic acid